N-dodecyl-1H-indole-6-carboxamide C(CCCCCCCCCCC)NC(=O)C1=CC=C2C=CNC2=C1